(S)-2-((4-chlorobenzyl)sulfonyl)-3-phenylisoxazolidine ClC1=CC=C(CS(=O)(=O)N2OCC[C@H]2C2=CC=CC=C2)C=C1